CSC1=NC=NC=C1C#N 4-(methylthio)pyrimidine-5-carbonitrile